BrC1=CC=C(C=C1)C(CC(CC)=O)=O 1-(4-bromophenyl)pentane-1,3-dione